C(C)C1=NC(=CC=C1N1C[C@H](CC(C1)(F)F)CC(=O)O)C=1N=NN(C1COC1=CN(C=CC1=O)CCC)C (S)-2-(1-(2-ethyl-6-(1-methyl-5-(((4-oxo-1-propyl-1,4-dihydropyridin-3-yl)oxy)methyl)-1H-1,2,3-triazol-4-yl)pyridin-3-yl)-5,5-difluoropiperidin-3-yl)acetic acid